C1(=CC=CC=C1)C1=C(C=NC=C1C(=O)O)C(=O)O 4-phenyl-3,5-pyridinedicarboxylic acid